(2R)-4-[2-[[4-[[3-(2,3-Difluoro-4-methoxyphenyl)imidazo[1,2-a]pyrazin-8-yl]amino]-2-ethylbenzoyl]amino]ethylcarbamoyl]piperazin FC1=C(C=CC(=C1F)OC)C1=CN=C2N1C=CN=C2NC2=CC(=C(C(=O)NCCNC(=O)N1CCNCC1)C=C2)CC